CC(COCCCCCCN)C 6-(2-methylpropyloxy)hexylamine